(E)-4-(2-(1-(2-Aminopyridin-4-yl)-3-(trifluoromethyl)-1H-pyrazol-4-yl)phenyl)-6-(4-(dimethylamino)but-2-enoyl)-4,5,6,7-tetrahydrothieno[2,3-c]pyridine-2-carbonitrile NC1=NC=CC(=C1)N1N=C(C(=C1)C1=C(C=CC=C1)C1C2=C(CN(C1)C(\C=C\CN(C)C)=O)SC(=C2)C#N)C(F)(F)F